FC=1C=NC(=NC1)C=1C=C(C=CC1C)NC(=O)N1C2C(CC1CC2)C cis-N-(3-(5-fluoropyrimidin-2-yl)-4-methylphenyl)-2-methyl-7-azabicyclo[2.2.1]heptane-7-carboxamide